FC(CN1N=CC=2C1=NC(=CN2)N2C[C@H]1C([C@H]1C2)COC=2C=NC=C(C2)C(F)(F)F)F (1R,5S,6S)-3-[1-(2,2-difluoroethyl)-1H-pyrazolo[3,4-b]pyrazin-6-yl]-6-({[5-(trifluoromethyl)pyridin-3-yl]oxy}methyl)-3-azabicyclo[3.1.0]hexane